sulfo-styrene S(=O)(=O)(O)C=CC1=CC=CC=C1